N-(4-aminobutyl)-2-((2-(2,6-dioxopiperidin-3-yl)-1,3-dioxoisoindolin-4-yl)oxy)acetamide hydrochloride Cl.NCCCCNC(COC1=C2C(N(C(C2=CC=C1)=O)C1C(NC(CC1)=O)=O)=O)=O